isopropoxyvinylbenzene C(C)(C)OC=CC1=CC=CC=C1